antipyramid O1C(C=CC=C1)C(=O)N